2-(ethylsulfonyl)-N,N-dimethyl-3-(5-(2,2,3,3,3-pentafluoropropoxy)pyrazin-2-yl)pyrazolo[1,5-a]pyrimidin-7-amine C(C)S(=O)(=O)C1=NN2C(N=CC=C2N(C)C)=C1C1=NC=C(N=C1)OCC(C(F)(F)F)(F)F